1-morpholin-4-yl-2-prop-2-enylbutane-1,3-dione N1(CCOCC1)C(C(C(C)=O)CC=C)=O